FC(N1N=CC(=C1)C1(C=CC(=CN1)C1=CN(N=C1)F)N1CCN(CC1)CC1=CC=C(C=C1)CC)F 6-(1-(difluoromethyl)-1H-pyrazol-4-yl)-4-(6-(4-(4-ethylbenzyl)piperazin-1-yl)pyridin-3-yl)-2-fluoropyrazole